methyl 5-[1-[[3-chloro-5-(trifluoromethyl) benzoyl] amino] ethyl]-1-(5-cyano-2-pyridinyl)-1,2,4-triazole-3-carboxylate ClC=1C=C(C(=O)NC(C)C2=NC(=NN2C2=NC=C(C=C2)C#N)C(=O)OC)C=C(C1)C(F)(F)F